2-[4-(chloromethyl)phenyl]-5-methylbenzoxazole ClCC1=CC=C(C=C1)C=1OC2=C(N1)C=C(C=C2)C